BrC1=NN(C=N1)C1=CC=C(C=C1)S(=O)C(F)(F)F 3-bromo-1-(4-((trifluoromethyl)sulfinyl)phenyl)-1H-1,2,4-triazole